ClC1=NC2=C(C=C(C=C2C(N1C([2H])([2H])C=1C=NN(C1)C)=O)S(=O)(=O)NC1(CC1)C)Cl 2,8-dichloro-N-(1-methylcyclopropyl)-3-[(1-methylpyrazol-4-yl)(2H2)methyl]-4-oxoquinazoline-6-sulfonamide